C(CCCCCCCCC\C=C/CCCCCC)(=O)[O-].[Ga+3].C(CCCCCCCCC\C=C/CCCCCC)(=O)[O-].C(CCCCCCCCC\C=C/CCCCCC)(=O)[O-] gallium cis-vaccenate